2-(3-iodoimidazo[1,2-b]pyridazin-7-yl)-2-methyl-propanenitrile IC1=CN=C2N1N=CC(=C2)C(C#N)(C)C